Cl.Cl.CN(C1C2CCNC2C1)C N,N-Dimethyl-2-azabicyclo[3.2.0]heptan-6-amine dihydrochloride